4-(Pyrrolidin-1-ylmethyl)-1-(4-(1-(tetrahydro-2H-pyran-2-yl)-1H-pyrazol-4-yl)phenyl)piperidine N1(CCCC1)CC1CCN(CC1)C1=CC=C(C=C1)C=1C=NN(C1)C1OCCCC1